2-butoxybenzylsuccinic acid diethyl ester C(C)OC(C(CC(=O)OCC)CC1=C(C=CC=C1)OCCCC)=O